Cl.Cl.NC\C=C(\CN1C(=C(C2=NC=CC=C21)CC2=CC=C(C=C2)S(=O)(=O)N(C)C)C(C)(C)O)/F (Z)-4-((1-(4-amino-2-fluorobut-2-en-1-yl)-2-(2-hydroxypropan-2-yl)-1H-pyrrolo[3,2-b]pyridin-3-yl)methyl)-N,N-dimethylbenzenesulfonamide dihydrochloride